CN1CC(OB(OC(C1)=O)CC#CCCOCC1=CC=C(C#N)C=C1)=O 4-(((5-(6-methyl-4,8-dioxo-1,3,6,2-dioxazaborocan-2-yl)pent-3-yn-1-yl)oxy)methyl)benzonitrile